cyclohexane-1,4-diylbis(methylene) bis(4-hydroxybenzoate) OC1=CC=C(C(=O)OCC2CCC(CC2)COC(C2=CC=C(C=C2)O)=O)C=C1